(1R,3S)-3-(1-methylimidazo[1,5-a]pyridin-3-yl)cyclohexanamine CC=1N=C(N2C1C=CC=C2)[C@@H]2C[C@@H](CCC2)N